CN(CCN(CCN(C)C)C)C N,N,N',N'',N''-pentamethyl-diethylenetriamine